C(C)(CC)C1C(NC2=C(CN1C(COC1=C(C(=O)N)C=CC=C1)=O)C=CC=C2)=O 2-(2-(3-(sec-butyl)-2-oxo-1,2,3,5-tetrahydro-4H-benzo[1,4]diazepin-4-yl)-2-oxoethoxy)benzamide